FC1=C(C(=CC=C1)F)N1CC(C1)C1=CC=C(CN2CCC(CC2)C(=O)OC)C=C1 methyl 1-(4-(1-(2,6-difluorophenyl)azetidin-3-yl)benzyl)piperidine-4-carboxylate